FC1(C(C2=C(C=CC(=C2C1)OC1COCC1)SC(F)(F)F)=O)F 2,2-difluoro-4-(tetrahydrofuran-3-oxy)-7-(trifluoromethylthio)-2,3-dihydro-1H-inden-1-one